2,2,3,3,3-pentafluoropropyl ethylene carbonate C(O)(O)=O.FC(CC=C)(C(F)(F)F)F